ClC1=C(\C=N\O[C@H](C(=O)OCC)C)C=C(C(=C1)F)N1C(N(C(=CC1=O)C(F)(F)F)C)=O ethyl (2S)-2-{[(E)-{2-chloro-4-fluoro-5-[3-methyl-2,6-dioxo-4-(trifluoromethyl)-3,6-dihydropyrimidin-1(2H)-yl] benzylidene}amino] oxy}propanoate